[Pb+2].C(=O)[O-].C(=O)[O-] format lead